5-chloro-2-(4-methylhexahydropyrrolo[3,4-b][1,4]oxazin-6(2H)-yl)pyridin-4-amine ClC=1C(=CC(=NC1)N1CC2OCCN(C2C1)C)N